p-nitrosobenzene N(=O)C1=CC=CC=C1